Tert-butyl (2S)-2-[[(5S,8S,10aR)-5-[(tert-butoxycarbonyl)amino]-6-oxo-octahydro-1H-pyrrolo[1,2-a][1,5]diazocin-8-yl]formamido]-4-carbamoylbutanoate C(C)(C)(C)OC(=O)N[C@H]1CNCC[C@@H]2N(C1=O)[C@@H](CC2)C(=O)N[C@H](C(=O)OC(C)(C)C)CCC(N)=O